[O-]S(=O)(=O)C(F)(F)F.C(CCCCCCCCCC)[N+]1(CCCC1)CCC 1-undecyl-1-propylpyrrolidinium triflate